OC(=O)C(F)(F)F.N[C@H](C(=O)OC)CC=1C(NC2=CC=C(C=C2C1C)C)=O Methyl (S)-2-amino-3-(4,6-dimethyl-2-oxo-1,2-dihydroquinolin-3-yl)-propanoate TFA salt